NC1=C2C(=NC=N1)N(N=C2C2=CC=C(C=C2)OC2=CC=CC=C2)C2CCN(CC2)CCN2CC(CC2)CN2CCN(CC2)C=2C=C1CN(C(C1=CC2)=O)C2C(NC(CC2)=O)=O 3-(5-(4-((1-(2-(4-(4-amino-3-(4-phenoxyphenyl)-1H-pyrazolo[3,4-d]pyrimidin-1-yl)piperidin-1-yl)ethyl)pyrrolidin-3-yl)methyl)piperazin-1-yl)-1-oxoisoindolin-2-yl)piperidine-2,6-dione